Ethyl 1-(2-(1-benzylpiperidin-4-yl)ethyl)-6-methyl-2-oxo-4-(4-(4-(pyrrolidin-1-yl)butoxy)phenyl)-1,2,3,4-tetrahydropyrimidine-5-carboxylate C(C1=CC=CC=C1)N1CCC(CC1)CCN1C(NC(C(=C1C)C(=O)OCC)C1=CC=C(C=C1)OCCCCN1CCCC1)=O